methyl 3-(4-hydroxyphenyl)-2,2-dimethylpropionate OC1=CC=C(C=C1)CC(C(=O)OC)(C)C